3-(8-aminoimidazo[1,2-a]pyrazin-3-yl)-N-(4,4-difluorocyclohexyl)-4-methylbenzenesulfonamide NC=1C=2N(C=CN1)C(=CN2)C=2C=C(C=CC2C)S(=O)(=O)NC2CCC(CC2)(F)F